7-chloro-1-isobutyl-2,3,4,9-tetrahydro-1H-pyrido[3,4-b]indole-3-carboxylate ClC1=CC=C2C3=C(NC2=C1)C(NC(C3)C(=O)[O-])CC(C)C